CC1=C2C(=C(NC2=CC(=C1)C)C1=CC=C(C=C1)[N+](=O)[O-])C=O 4,6-DIMETHYL-2-(4-NITROPHENYL)-1H-INDOLE-3-CARBOXALDEHYDE